CC1(N(C(CCC1)(C)C)NCCCCCCN)C N,N'-(2,2,6,6-tetramethylpiperidyl)-hexamethylenediamine